FC(CN1N=CC=2C1=NC(=CN2)N2CC1(C2)CCN(CC1)C=1C=NC(=CC1)C(F)(F)F)F 2-[1-(2,2-difluoroethyl)-1H-pyrazolo[3,4-b]pyrazin-6-yl]-7-[6-(trifluoromethyl)pyridin-3-yl]-2,7-diazaspiro[3.5]nonane